C1(=CC=CC=C1)S(=O)(=O)N1C=CC=C1C(F)(F)F 1-(benzenesulfonyl)-5-(trifluoromethyl)-1H-pyrrole